1-(tert-butyl) 2-methyl (2R,5R)-5-(4-methoxybenzyl)pyrrolidine-1,2-dicarboxylate COC1=CC=C(C[C@H]2CC[C@@H](N2C(=O)OC(C)(C)C)C(=O)OC)C=C1